N-(2-(5,6-difluoro-1H-indol-3-yl)ethyl)-N-propyl-propan-1-amine FC=1C=C2C(=CNC2=CC1F)CCN(CCC)CCC